C1(=CC=CC=C1)CS(=O)(=O)OC1=C(O[C@](C1=O)([2H])C1=CC(=CC=C1)Br)N (R)-2-amino-5-(3-bromophenyl)-4-oxo-4,5-dihydrofuran-3-yl-5-d phenylmethanesulfonate